3-bromo-5-fluorobenzene-1,2-diamine BrC1=C(C(=CC(=C1)F)N)N